CC1=NOC(=C1C=1C=NN2C1C=C(C=C2)C=2OC(=CN2)C(=O)O)C 2-[3-(3,5-dimethylisoxazol-4-yl)pyrazolo[1,5-a]pyridin-5-yl]oxazole-5-carboxylic acid